2,4-bis(2-methoxyphenyl)-6-[2-hydroxy-4-(2-methacryloyloxyethoxy)phenyl]s-triazine COC1=C(C=CC=C1)C1=NC(=NC(=N1)C1=C(C=CC=C1)OC)C1=C(C=C(C=C1)OCCOC(C(=C)C)=O)O